2,2-difluoroethyl 4-toluenesulfonate CC1=CC=C(C=C1)S(=O)(=O)OCC(F)F